2-(5-(2-(4-chloro-2-fluorophenyl)-2-methylbenzo[d][1,3]dioxol-4-yl)thiophen-2-yl)acetic acid ClC1=CC(=C(C=C1)C1(OC2=C(O1)C=CC=C2C2=CC=C(S2)CC(=O)O)C)F